NC(C(=O)Cl)=O amino-2-oxoacetyl chloride